C(N)(=N)[SiH3] GuanYlsilane